FC(S(=O)(=O)[O-])(F)F.C(CCC)OC(=O)C=1C(=[N+](C=CC1)CCCCCCCCCCCC)Cl 3-(butoxycarbonyl)-2-chloro-1-dodecylpyridin-1-ium trifluoromethanesulfonate